P(=O)(OC1=CC=C(C=C1)C)(OC1(CC=C(C=C1)C(C)C)C(C)C)[O-] p-tolyl p-diisopropylphenyl phosphate